N-[4-(1-{[4-(propan-2-yl)-1,3-oxazol-5-yl]carbonyl}piperidin-4-yl)butyl]thieno[2,3-c]pyridine-2-carboxamide CC(C)C=1N=COC1C(=O)N1CCC(CC1)CCCCNC(=O)C1=CC=2C(=CN=CC2)S1